2-cyano-1-(2-(dimethylamino)-3-phenylpropyl)-3-phenylguanidine C(#N)N=C(NCC(CC1=CC=CC=C1)N(C)C)NC1=CC=CC=C1